(2R)-1-[2-(1,3-benzothiazole-6-sulfonyl)-2H,4H,5H,6H-pyrrolo[3,4-c]pyrazol-5-yl]-2-hydroxy-2-phenylethan-1-one S1C=NC2=C1C=C(C=C2)S(=O)(=O)N2N=C1C(=C2)CN(C1)C([C@@H](C1=CC=CC=C1)O)=O